1-[5-(4-hydroxy-4-piperidyl)-2-thienyl]-2-(6-methoxy-2-methyl-quinazolin-4-yl)sulfanyl-ethanone OC1(CCNCC1)C1=CC=C(S1)C(CSC1=NC(=NC2=CC=C(C=C12)OC)C)=O